BrC1=CC(=C(C=C1F)NS(=O)(=O)C=1C(=C(NC1)C(=O)N(C)C)C)F 4-(N-(4-bromo-2,5-difluorophenyl)sulfamoyl)-N,N,3-trimethyl-1H-pyrrol-2-carboxamide